3-AMINO-1-METHYL-1H-PYRAZOLE-5-CARBOXYLIC ACID NC1=NN(C(=C1)C(=O)O)C